ClC1=CC=C(C=C1)C1=C(C=CC(=C1)N(C(=O)NC1=CC=C(C=C1)Cl)CCN1CCOCC1)S(=O)(=O)N (4-chlorophenyl)-4-{3-(4-chlorophenyl)-1-[2-(4-morpholinyl)ethyl]ureido}benzenesulfonamide